N[C@@H]1CN(CC[C@@H]1F)C1=NC2=C(N1CC=1N=CC(=NC1)C(=O)N)C=CC(=C2)C(F)(F)F 5-((2-((3R,4S)-3-amino-4-fluoro-1-piperidinyl)-5-(trifluoromethyl)-1H-benzimidazol-1-yl)methyl)-2-pyrazinecarboxamide